COC(C(C(=O)OC)CC(=O)C1=CC(=C(C=C1)C)C)=O [2-(3,4-dimethylphenyl)-2-oxoethyl]propanedioic acid dimethyl ester